C(C)(C)(C)OC(=O)N1CCN(CC1)C1=CC(=C(C=C1)C=C(Br)Br)F 4-(4-(2,2-dibromovinyl)-3-fluorophenyl)piperazine-1-carboxylic acid tert-butyl ester